2-isobutyl formate C(=O)OC(C)(C)C